4-(1-(cyanodi(pyridin-2-yl)methyl)-6-(3,5-dimethylisoxazol-4-yl)-1H-pyrrolo[3,2-b]pyridin-3-yl)benzoic acid C(#N)C(N1C=C(C2=NC=C(C=C21)C=2C(=NOC2C)C)C2=CC=C(C(=O)O)C=C2)(C2=NC=CC=C2)C2=NC=CC=C2